3-chloro-N4-cyclopropyl-N6-(2-methoxy-4-((morpholinopiperidin-1-yl)sulfonyl)phenyl)-1H-pyrrolo[2,3-b]pyridine-4,6-diamine ClC1=CNC=2N=C(C=C(C21)NC2CC2)NC2=C(C=C(C=C2)S(=O)(=O)N2C(CCCC2)N2CCOCC2)OC